N1(CC(NCC1)C(=O)OCC)C(=O)OC(C)(C)C 1-(tert-butyl) 3-ethyl piperazine-1,3-dicarboxylate